C(CCC)N(C)CC=1C(=CC(NC1)=O)I 5-((butyl-(methyl)amino)methyl)-4-iodopyridin-2(1H)-one